tert-Butyl (3S)-3-((4-(2-(2,3-difluoro-4-(spiro[2.2]pentane-1-carboxamido)phenoxy)pyridin-3-yl)pyrimidin-2-yl)amino)piperidine-1-carboxylate FC1=C(OC2=NC=CC=C2C2=NC(=NC=C2)N[C@@H]2CN(CCC2)C(=O)OC(C)(C)C)C=CC(=C1F)NC(=O)C1CC12CC2